(S)-N-(4-(5-(1-acryloylpiperidin-3-yl)-1,2,4-oxadiazol-3-yl)-2-methoxyphenyl)-6-(1H-pyrazol-5-yl)picolinamide C(C=C)(=O)N1C[C@H](CCC1)C1=NC(=NO1)C1=CC(=C(C=C1)NC(C1=NC(=CC=C1)C1=CC=NN1)=O)OC